3,5-di-tert-butylbenzaldehyde C(C)(C)(C)C=1C=C(C=O)C=C(C1)C(C)(C)C